5-(1,1-dimethylethyl)benzoxazole CC(C)(C)C=1C=CC2=C(N=CO2)C1